C(=CC)C(=CC)S(=O)(=O)O.CS(=O)(=O)O.C=CC propylene methanesulfonate (propenyl propenesulfonate)